FC1=C(C(=C(C(=C1[2H])[2H])C1C(N\C(\C(N1)=O)=C(\[2H])/C=1N=CNC1C(C=C)(C)C)=O)[2H])[2H] (3z,6z)-3-(4-fluoro-(phenyl-2,3,5,6-d4))-methylene-6-((5-(tert-butyl)-1H-imidazol-4-yl)methylene-d)piperazine-2,5-dione